C(C1=CC=CC=C1)OCCC1CCC(CC1)(O)C1=C(C=C(C=C1)Br)F 4-[2-(benzyloxy)ethyl]-1-(4-bromo-2-fluorophenyl)cyclohexane-1-ol